N-(3-(1-methyl-1,2,3,6-tetrahydropyridin-4-yl)-5-(3-nitro-4-(1-oxo-1,2,3,4-tetrahydroisoquinolin-6-yl)-1H-pyrazol-1-yl)phenyl)acrylamide CN1CCC(=CC1)C=1C=C(C=C(C1)N1N=C(C(=C1)C=1C=C2CCNC(C2=CC1)=O)[N+](=O)[O-])NC(C=C)=O